NC=1C=C(C#N)C=C(C1NCCC1=CC=C(C=C1)Br)OC 3-amino-4-((4-bromophenyl-ethyl)amino)-5-methoxybenzonitrile